ClC=1C=CC2=C(N=C(C3=C(N2)C=CC=C3)N3CCN(CC3)C)C1 8-chloro-11-(4-methyl-1-piperazinyl)-5H-dibenzo(b,e)(1,4)diazepine